((tert-butyldimethylsilyloxy)methyl)-1,3,4-thiadiazol-2-amine [Si](C)(C)(C(C)(C)C)OCC1=NN=C(S1)N